BrC1=CC=C2C(=CC(=NC2=C1)C(=O)O)C(=O)O 7-bromoquinoline-2,4-dicarboxylic acid